Benzyl (2S,4R)-1-[(2S)-2-amino-3,3-dimethyl-butanoyl]-4-(trifluoromethyl)pyrrolidine-2-carboxylate N[C@H](C(=O)N1[C@@H](C[C@H](C1)C(F)(F)F)C(=O)OCC1=CC=CC=C1)C(C)(C)C